C1(=CC=CC=C1)P(C1=C(C2=CC=CC=C2C=C1)C1=C(C=CC2=CC=CC=C12)P(C1=CC=CC=C1)C1=CC=CC=C1)C1=CC=CC=C1 (2R,3S)-2,2'-bis(diphenylphosphino)-1,1'-binaphthyl